FC=1C(=NC(=NC1)N[C@H]1CNCC[C@@H]1F)C1=CN=C2N1C=C(N=C2)C2COC2 5-fluoro-N-((3S,4S)-4-fluoropiperidin-3-yl)-4-(6-(oxetan-3-yl)imidazo[1,2-a]pyrazin-3-yl)pyrimidin-2-amine